ClC1=NC(=CC=C1C1=NC(=C(C=C1)Cl)C(=O)O)C(F)(F)F 2',5-Dichloro-6'-(trifluoromethyl)-[2,3'-bipyridine]-6-carboxylic acid